COC1=C(C=CC=C1)N1C2=NC(=NC=C2NC1=O)C1=CC(=CC=C1)C(F)(F)F 9-(2-methoxyphenyl)-8-oxo-2-(3-(trifluoromethyl)phenyl)-8,9-dihydro-7H-purine